BrC=1C(=C(C(=C(NC)C1)[N+](=O)[O-])Cl)I 5-bromo-3-chloro-4-iodo-N-methyl-2-nitroaniline